Cyclohexylmethyl N-{1-cyclooctyl-2-oxo-2-[(2-oxospiro[1H-indole-3,4'-oxane]-6-yl)amino]-ethyl}carbamate C1(CCCCCCC1)C(C(NC1=CC=C2C(=C1)NC(C21CCOCC1)=O)=O)NC(OCC1CCCCC1)=O